4-(Methylcarbamoyl)benzoic acid [(2R)-3-(1-ethyl-8-oxo-spiro[6,7-dihydro-4H-pyrazolo[3,4-c]azepin-5,4'-tetrahydropyran]-3-yl)-2-methyl-propyl] ester C(C)N1N=C(C2=C1C(NCC1(CCOCC1)C2)=O)C[C@H](COC(C2=CC=C(C=C2)C(NC)=O)=O)C